O=C1C=CC(=NN1COCC[Si](C)(C)C)C(=O)OC Methyl 6-oxo-1-((2-(trimethylsilyl)ethoxy)methyl)-1,6-dihydropyridazine-3-carboxylate